OC1(CC(C1)C(=O)N1CC2(C1)CC(C2)CC2=NC1=CC=CC=C1C=C2)C ((1s,3s)-3-Hydroxy-3-methylcyclobutyl)(6-(chinolin-2-ylmethyl)-2-azaspiro[3.3]heptan-2-yl)methanon